(4-(3,4-Dimethoxyphenyl)furan-2-yl)-3-oxopropanoic acid methyl ester COC(C(C=O)C=1OC=C(C1)C1=CC(=C(C=C1)OC)OC)=O